S1C(=NC=C1)C=1N=NNC1 4-(thiazol-2-yl)-1H-1,2,3-triazol